2-(2-(4,4-difluoropiperidin-1-yl)-6-(1-(4-iodo-2-(6-azaspiro[2.5]octan-6-yl)phenyl)-1H-1,2,3-triazol-4-yl)pyridin-3-yl)propan-2-ol FC1(CCN(CC1)C1=NC(=CC=C1C(C)(C)O)C=1N=NN(C1)C1=C(C=C(C=C1)I)N1CCC2(CC2)CC1)F